3-[(2E)-3-cyclohexylprop-2-enoyl]-4-phenyl-1,2-dihydroquinolin-2-one C1(CCCCC1)/C=C/C(=O)C=1C(NC2=CC=CC=C2C1C1=CC=CC=C1)=O